CP(C1=CSC2=C1N=C(N=C2N2[C@@H](COCC2)C)C2=C1C(=NC=C2)NC=C1)C (R)-dimethyl-(4-(3-methylmorpholino)-2-(1H-pyrrolo[2,3-b]pyridin-4-yl)thieno[3,2-d]pyrimidin-7-yl)phosphorus